O[C@@H]1[C@H]2[C@@H]3CC[C@H]([C@@H](CCCC(C)C)C)[C@]3(CC[C@@H]2[C@]2(CC[C@@H](CC2=C1)O)C)C 7β-Hydroxycholesterol